The molecule is an amino trisaccharide consisting of N-acetyl-beta-D-galactosaminyl and 5-acetyl-alpha-neuraminyl residues linked respectively (1->4) and (2->3) to D-galactose. It has a role as an epitope. CC(=O)N[C@@H]1[C@H](C[C@@](O[C@H]1[C@@H]([C@@H](CO)O)O)(C(=O)O)O[C@H]2[C@H]([C@H](OC([C@@H]2O)O)CO)O[C@H]3[C@@H]([C@H]([C@H]([C@H](O3)CO)O)O)NC(=O)C)O